(4-chlorophenyl)-4-[3-(4-chlorophenyl)-1-(2-thiomorpholinoethyl)ureido]-3-methylbenzamide ClC1=CC=C(C=C1)C1=C(C(=O)N)C=CC(=C1C)N(C(=O)NC1=CC=C(C=C1)Cl)CCN1CCSCC1